NC1=C2N=CN(C2=NC(=N1)F)[C@H]1C[C@@H]([C@](O1)(CO)C#C)OC(=O)OCCCCCC(=O)OC(C)(C)C tertbutyl 6-[(2R,3S,5R)-5-(6-amino-2-fluoro-purin-9-yl)-2-ethynyl-2-(hydroxymethyl)tetrahydrofuran-3-yl]oxycarbonyloxyhexanoate